5-(6-benzoylamino-9H-purin-9-yl)-4-(tert-butyldimethylsilyloxy)-2-(hydroxymethyl)-tetrahydrofuran-3-yl phosphoramidate P(OC1C(OC(C1O[Si](C)(C)C(C)(C)C)N1C2=NC=NC(=C2N=C1)NC(C1=CC=CC=C1)=O)CO)([O-])(=O)N